FC(N1C(C=C(C=C1)N1C=NC(=C1)CN1C[C@@H](N[C@@H](C1)C=1C(=C2COC(C2=CC1)=O)C)C)=O)F 1-(difluoromethyl)-4-(4-(((3S,5R)-3-methyl-5-(4-methyl-1-oxo-1,3-dihydroisobenzofuran-5-yl)piperazin-1-yl)methyl)-1H-imidazol-1-yl)pyridin-2(1H)-one